methyl 5-bromo-4-(2-methoxy-2-oxoethyl)pyridine-3-carboxylate BrC=1C(=C(C=NC1)C(=O)OC)CC(=O)OC